COC1=C(C=C2C=C(C=CC2=N1)CN3CCN(CC3)C(=N)N)CC4=CC=C(C=C4)Cl The molecule is a member of the class of quinolines that is 2-methoixyquinoline carrying additional 4-chlorobenzyl and (4-carboxamidinopiperidin-1-yl)methyl substituents at positions 3 and 6 respectively. It has a role as an apoptosis inducer and an antifungal agent. It is a member of guanidines, a member of piperazines, a member of quinolines, an aromatic ether and a member of monochlorobenzenes.